2-chloro-5-bromopyridine-6-carbaldehyde ClC1=NC(=C(C=C1)Br)C=O